N1(C2=C(OCCC1)N=C1C(=C2)C=CN1)C1=C(C(=O)OC)C=CC(=C1)N1CCC2(CC(C2)N2[C@@H](CCC2)C2=C(C=CC=C2)C(C)C)CC1 methyl (S)-2-(3,4-dihydro-2H-pyrrolo[3',2':5,6]pyrido[2,3-b][1,4]oxazepin-1(7H)-yl)-4-(2-(2-(2-isopropylphenyl)pyrrolidin-1-yl)-7-azaspiro[3.5]nonan-7-yl)benzoate